COC1=CC(=C(C=C1)C1=CC=C(C=C1)C1=CC=C(C=C1)OCCCCC)OCCCCCCN 6-((4-methoxy-4''-(pentyloxy)-[1,1':4',1''-terphenyl]-2-yl)oxy)hexan-1-amine